C(C)[C@@H]1N(C[C@H](N(C1)C(C)C=1C(N(C=CC1)C)=O)CC)C=1C=2C(N(C(C1)=O)C)=CN(N2)CC#N 2-(7-((2S,5R)-2,5-diethyl-4-(1-(1-methyl-2-oxo-1,2-dihydropyridin-3-yl)ethyl)piperazin-1-yl)-4-methyl-5-oxo-4,5-dihydro-2H-pyrazolo[4,3-b]pyridin-2-yl)acetonitrile